NC1=C(CC2(OCCCCO2)CC(=O)OC)C=C(C=C1)Cl methyl [2-(2-amino-5-chlorobenzyl)-1,3-dioxepan-2-yl]acetate